CN1CCC(CC1)(C)NC1=NC2=CC(=NC=C2C=C1)NC1=C(C=C(C=C1)N1N=C(C=C1)CO)F [1-[4-([2-[(1,4-dimethylpiperidin-4-yl)amino]-1,6-naphthyridin-7-yl]amino)-3-fluorophenyl]pyrazol-3-yl]methanol